5-nonenylium phthalate C(C=1C(C(=O)[O-])=CC=CC1)(=O)[O-].[CH2+]CCCC=CCCC.[CH2+]CCCC=CCCC